3-((2s,4r)-2-(3-bromophenyl)-5-oxaspiro[3.4]oct-2-yl)-4-methyl-4H-1,2,4-triazole BrC=1C=C(C=CC1)C1(CC2(C1)OCCC2)C2=NN=CN2C